CC(C)(C)OC(=O)NC1CNC1 3-Boc-aminoazetidine